ClC[Al]CCC monochloromethyl-propyl-aluminum